C(C1=CC=CC=C1)OC(CBr)CBr 2-benzyloxy-1,3-dibromopropane